CNC1=NC=CC(=C1[N+](=O)[O-])N N2-methyl-3-nitropyridine-2,4-diamine